O=C1NC(CCC1N1C(C2=CC=C(C=C2C1)CC(C(=O)N)(C1=CC=CC=C1)O)=O)=O ((2-(2,6-Dioxopiperidin-3-yl)-1-oxoisoindolin-5-yl)methyl)-2-hydroxy-2-phenylacetamide